(cis-3-(benzyloxy)cyclohexyl)picolinamide C(C1=CC=CC=C1)O[C@H]1C[C@H](CCC1)C=1C(=NC=CC1)C(=O)N